C(C)(=O)OC(CC[C@@H]1C(NCC1)=O)C(NC1CC1)=O 1-(cyclopropylcarbamoyl)-3-[(3S)-2-oxopyrrolidin-3-yl]Propyl acetate